C(C)N=C=NCCCN(C)C 1-1-ethyl-(3-dimethylaminopropyl)carbodiimide